tris(4-tert-butylphenyl)phosphite C(C)(C)(C)C1=CC=C(C=C1)OP(OC1=CC=C(C=C1)C(C)(C)C)OC1=CC=C(C=C1)C(C)(C)C